tert-butyl (4S)-5-amino-4-(5-(((1R,2S)-2-((tert-butoxycarbonyl) amino)-5-methylcyclohexyl) methyl)-1-oxoisoindol-2-yl)-5-oxopentanoate NC([C@H](CCC(=O)OC(C)(C)C)N1C(C2=CC=C(C=C2C1)C[C@@H]1[C@H](CCC(C1)C)NC(=O)OC(C)(C)C)=O)=O